perfluoro(silane) F[Si](F)(F)F